(R)-N-(3-chloro-2-fluoro-4-((tetrahydrofuran-2-yl)methoxy)phenyl)-6-(1,6-diazaspiro[3.3]heptan-6-yl)pyrido[3,2-d]pyrimidin-4-amine ClC=1C(=C(C=CC1OC[C@@H]1OCCC1)NC=1C2=C(N=CN1)C=CC(=N2)N2CC1(CCN1)C2)F